methyl [{(7S)-3-(benzyloxy)-7-[(tert-butoxycarbonyl)amino]-1-fluoro-7,8-dihydronaphthalen-2-yl}({[(prop-2-en-1-yl)oxy]carbonyl}sulfamoyl)amino]acetate C(C1=CC=CC=C1)OC=1C(=C(C=2C[C@@H](C=CC2C1)NC(=O)OC(C)(C)C)F)N(S(NC(=O)OCC=C)(=O)=O)CC(=O)OC